FC(C=1C=C(C=C(C1)C(F)(F)F)C1=NN(C=N1)/C=C(/C(=O)N)\C1=CN=NC=C1)(F)F (E)-3-(3-(3,5-bis-(trifluoromethyl)-phenyl)-1H-1,2,4-triazol-1-yl)-2-(pyridazin-4-yl)-acrylamide